C(C1=CNC2=CC=C(C=C12)C(=O)O)C1=CNC2=CC=C(C=C12)C(=O)O 3,3'-methylenebis(1H-indole-5-carboxylic acid)